(R)-tert-butyl 2-(4-methoxybenzyl)-3-oxohexahydroimidazo[1,5-a]pyrazine-7(1H)-carboxylate COC1=CC=C(CN2C(N3[C@@H](CN(CC3)C(=O)OC(C)(C)C)C2)=O)C=C1